5-(perfluorononenyloxy)benzene FC(=C(C(C(C(C(C(C(C(F)(F)F)(F)F)(F)F)(F)F)(F)F)(F)F)(F)F)F)OC=1C=CC=CC1